OCCN1C2=C(N=C3C(NC(N=C13)=O)=O)C=C(C(=C2)C#N)C#N 10-(2-hydroxyethyl)-2,4-dioxo-2,3,4,10-tetrahydrobenzo[g]pteridine-7,8-dicarbonitrile